C(#N)[C@H](C[C@@H]1C(NCCC1)=O)NC(=O)[C@@H]1N([C@@H]2CC([C@H]1CC2)(F)F)C([C@H](CC2CC2)NC(C(F)(F)F)=O)=O (1S,3R,4S)-N-[(1S)-1-cyano-2-[(3R)-2-oxo-3-piperidyl]ethyl]-2-[(2S)-3-cyclopropyl-2-[(2,2,2-trifluoroacetyl)amino]propanoyl]-5,5-difluoro-2-azabicyclo[2.2.2]octane-3-carboxamide